C1=CC=C(C(=C1)C(=O)O)NC(=O)C(=O)O 2-(oxalyl-amino)-benzoic acid